C12(CC(C1)C2)[C@H](C=2N=C1N(N2)[C@@H](C[C@@H]1F)C1=CC=CC=C1)F (5s,7s)-2-((R)-bicyclo[1.1.1]pent-1-yl-fluoromethyl)-7-fluoro-5-phenyl-6,7-dihydro-5H-pyrrolo[1,2-b][1,2,4]triazole